11-Oxo-N-[4-(prop-2-yn-1-yloxy)butyl]-2,3,6,7-tetrahydro-1H,5H,11H-pyrano[2,3-f]pyrido[3,2,1-ij]quinoline-10-carboxamide O=C1C(=CC=2C(=C3CCCN4C3=C(C2)CCC4)O1)C(=O)NCCCCOCC#C